Cl.N1(CCCCCC1)C=1N=C(C2=C(C=NNC2=O)N1)NC1=CC=C(C=C1)OC1CCNCC1 2-(Azepan-1-yl)-4-((4-(Piperidin-4-yloxy)phenyl)amino)pyrimido[4,5-d]pyridazin-5(6H)-on Hydrochlorid